(2S,6R)-2-(1-cyclopropylpyrazol-4-yl)-4-[4-[2,5-difluoro-4-(trifluoromethyl)phenyl]-6,7-dimethyl-pteridin-2-yl]-6-methyl-morpholine C1(CC1)N1N=CC(=C1)[C@H]1CN(C[C@H](O1)C)C1=NC2=NC(=C(N=C2C(=N1)C1=C(C=C(C(=C1)F)C(F)(F)F)F)C)C